1-(4-((4-((2-fluoro-4-((1-(5-fluoro-6-methoxypyridin-3-yl)-1H-pyrazol-3-yl)oxy)phenyl)amino)-7-methoxyquinazolin-6-yl)amino)piperidin-1-yl)prop-2-en-1-one FC1=C(C=CC(=C1)OC1=NN(C=C1)C=1C=NC(=C(C1)F)OC)NC1=NC=NC2=CC(=C(C=C12)NC1CCN(CC1)C(C=C)=O)OC